2-((4-fluorophenyl)sulfanyl)ethylamine FC1=CC=C(C=C1)SCCN